[Si](C)(C)(C(C)(C)C)O[C@@H](C)C1=CC=C(C=O)C=C1 (S)-4-(1-((tert-butyldimethylsilyl)oxy)ethyl)benzaldehyde